ClC1=CC=C(C=N1)NC1=NC=CC2=CC(=CC=C12)O[C@@H]1CNCCC1 (S)-N-(6-chloropyridin-3-yl)-6-(piperidin-3-yloxy)isoquinolin-1-amine